FC([C@@H]1C[C@H](N(C1)C(CNC(C1=CC=C(C=C1)OC1=CC=CC=C1)=O)=O)C(=O)O)F (2s,4r)-4-(difluoromethyl)-1-((4-phenoxybenzoyl)glycyl)pyrrolidine-2-carboxylic acid